ClC1=NC=C2N(C(N(C2=N1)C1CC2(C1)CC(C2)O)=O)C 2-chloro-9-(6-hydroxyspiro[3.3]heptan-2-yl)-7-methyl-7,9-dihydro-8H-purin-8-one